(22E)-3a-hydroxy-5a-ergost-22-en-6-one O[C@H]1C[C@@H]2C(C[C@H]3[C@@H]4CC[C@H]([C@@H](/C=C/[C@@H](C(C)C)C)C)[C@]4(CC[C@@H]3[C@]2(CC1)C)C)=O